N-(3-iodo-4-methoxyphenyl)-4-N,6-dimethylpyrimidine-2,4-diamine IC=1C=C(C=CC1OC)NC1=NC(=CC(=N1)NC)C